CN1C(=NC(=C1)C(F)(F)F)C1=CC=C(C=C1)CN [4-[1-methyl-4-(trifluoromethyl)imidazol-2-yl]phenyl]methanamine